7-(4-(((3S,4R)-3-hydroxy-4-((5-(trifluoromethyl)pyridin-2-yl)amino)piperidin-1-yl)sulfonyl)phenyl)-3,4-dihydroisoquinolin-1(2H)-one O[C@H]1CN(CC[C@H]1NC1=NC=C(C=C1)C(F)(F)F)S(=O)(=O)C1=CC=C(C=C1)C1=CC=C2CCNC(C2=C1)=O